3,7,11-trimethyl-1,3,6,10-dodecanetetraene CC(C=C)=CCC=C(CCC=C(C)C)C